tert-butyl (2R,5S)-5-(((3R,5R)-3,5-dimethylmorpholino) methyl)-2-methylpiperazine-1-carboxylate C[C@@H]1COC[C@H](N1C[C@@H]1NC[C@H](N(C1)C(=O)OC(C)(C)C)C)C